NC([C@H](C[C@H]1C(NCC1)=O)NC(=O)[C@H]1N(CCC2=CC=CC=C12)C(=O)C=1NC2=CC=CC(=C2C1)OC)=O (S)-N-[(1S)-2-amino-2-oxo-1-[[(3S)-2-oxopyrrolidin-3-yl]methyl]ethyl]-2-(4-methoxy-1H-indole-2-carbonyl)-3,4-dihydro-1H-isoquinoline-1-carboxamide